1-(2-(benzylthio)-8-bromo-5-chloro-4-hydroxyquinolin-3-yl)ethan-1-one C(C1=CC=CC=C1)SC1=NC2=C(C=CC(=C2C(=C1C(C)=O)O)Cl)Br